2-[5-(2-fluorophenyl)-4-(piperazin-1-yl)-7H-pyrrolo[2,3-d]pyrimidin-7-yl]pyridine-4-carbonitrile FC1=C(C=CC=C1)C1=CN(C=2N=CN=C(C21)N2CCNCC2)C2=NC=CC(=C2)C#N